(R)-3,3,3-trifluoro-2-hydroxyl-2-methyl-1-(6-(3-methyl-1H-pyrrolo[2,3-b]pyridin-5-yl)-8-((S)-pyrrolidin-2-yl)-3,4-diHydroisoquinolin-2(1H)-yl)propan-1-one FC([C@](C(=O)N1CC2=C(C=C(C=C2CC1)C=1C=C2C(=NC1)NC=C2C)[C@H]2NCCC2)(C)O)(F)F